5-Bromo-3-methoxypyridazine BrC=1C=C(N=NC1)OC